dichloro(1,5-cyclopentadiene) platinum (II) [Pt+2].ClC=1CCC(=C1)Cl